FC1(CC(C1)(C)CC(=O)NCC1=NC=NC(=C1)OC(C(F)(F)F)C)F 2-(3,3-difluoro-1-methylcyclobutyl)-N-((6-((1,1,1-trifluoropropan-2-yl)oxy)pyrimidin-4-yl)methyl)acetamide